(4-isobutylcyclohexyl) tert-hexyl fumarate C(\C=C\C(=O)OC(C)(C)CCC)(=O)OC1CCC(CC1)CC(C)C